Racemic-1-(3-(aminomethyl)phenyl)-N-(3-((cyclopropylmethoxy)(pyridin-2-yl)methyl)-phenyl)-3-(trifluoromethyl)-1H-pyrazole-5-carboxamide NCC=1C=C(C=CC1)N1N=C(C=C1C(=O)NC1=CC(=CC=C1)[C@H](C1=NC=CC=C1)OCC1CC1)C(F)(F)F |r|